C(C1=CC=CC=C1)(C1=CC=CC=C1)N1CCN(CCC1)CC=1C=C2C(N(C(C2=CC1)=O)C1C(NC(CC1)=O)=O)=O 5-((4-benzhydryl-1,4-diazepan-1-yl)methyl)-2-(2,6-dioxopiperidin-3-yl)isoindoline-1,3-dione